C[C@H]1N(CCN(C1)C1=CC2=C(NC(O2)=O)C=C1)C(=O)OC(C)(C)C tert-Butyl (2R)-2-methyl-4-(2-oxo-3H-1,3-benzoxazol-6-yl)piperazine-1-carboxylate